FC=1C(=C(C(=O)OCC)C=C(C1F)F)I ethyl 3,4,5-trifluoro-2-iodobenzoate